N,N-diphenyl-cyclopentylcarboxamide C1(=CC=CC=C1)N(C(=O)C1CCCC1)C1=CC=CC=C1